2'-(2-morpholinopyrimidin-5-yl)-6',8'-dihydrospiro[isochroman-4,9'-pyrido[3',2':4,5]imidazo[2,1-c][1,4]oxazine] O1CCN(CC1)C1=NC=C(C=N1)C=1C=CC=2N=C3COCC4(N3C2N1)COCC1=CC=CC=C14